3-(4-((7-((1-(4-((5-chloro-4-((2-(dimethylphosphono)phenyl)amino)pyrimidin-2-yl)amino)-3-methoxyphenyl)piperidin-4-yl)amino)heptyl)oxy)-1-oxoisoindolin-2-yl)piperidine-2,6-dione ClC=1C(=NC(=NC1)NC1=C(C=C(C=C1)N1CCC(CC1)NCCCCCCCOC1=C2CN(C(C2=CC=C1)=O)C1C(NC(CC1)=O)=O)OC)NC1=C(C=CC=C1)P(=O)(OC)OC